ClC(C(=O)[O-])C chloropropionate